CN1C(=NC(=C1)C(F)(F)F)C1=CC=C(CNC=2C3=C(N=C(N2)C2=CC=C(C#N)C=C2)CCC3)C=C1 4-(4-((4-(1-methyl-4-(trifluoromethyl)-1H-imidazol-2-yl)benzyl)amino)-6,7-dihydro-5H-cyclopenta[d]pyrimidin-2-yl)benzonitrile